3,5,5-trimethyl-ε-caprolactone CC1CC(=O)OCC(C1)(C)C